N1C=C(C2=CC=CC=C12)CN1C=CC2=CC(=CC=C12)OC(C1=CC=CC=C1)=O ((1H-indol-3-yl)methyl)-5-(benzoyloxy)-1H-indole